(4-chlorobenzyl)boronic acid ClC1=CC=C(CB(O)O)C=C1